[Ni].[S] sulfur Nickel